ethoxyl-sulfonic acid O(CC)S(=O)(=O)O